NC1=C(C(=NN1C1CCCC1)C1=C(C=C(C=C1)CNC(C1=C(C=CC(=C1)F)OC)=O)F)C(=O)N 5-Amino-1-cyclopentyl-3-[2-fluoro-4-[[(5-fluoro-2-methoxy-benzoyl)amino]methyl]phenyl]pyrazole-4-carboxamide